Cl[Si](CCCCCC[Si](Cl)(Cl)Cl)(Cl)Cl 1,6-Bis(trichlorosilyl)hexan